(2S,3S)-1-[7-chloro-8-fluoro-2-(methylsulfanyl)pyrido[4,3-d]pyrimidin-5-yl]-3-fluoro-2-methylpyrrolidine ClC1=C(C=2N=C(N=CC2C(=N1)N1[C@H]([C@H](CC1)F)C)SC)F